FC=1C=CC(=NC1)OC1=C(C=C(C=C1C)[N+](=O)[O-])F 5-fluoro-2-(2-fluoro-6-methyl-4-nitrophenoxy)pyridine